6-(5-(4-chlorobenzyl)-8-isopropyl-7-(methoxymethyl)-6,9-dioxo-2,5,8-triazaspiro[3.5]nonan-2-yl)nicotinonitrile ClC1=CC=C(CN2C3(CN(C3)C3=NC=C(C#N)C=C3)C(N(C(C2=O)COC)C(C)C)=O)C=C1